C(C)OC(CC1(CC1)CN1C=C(C=C1)C(C(=O)OCC)=O)=O Ethyl 2-(1-((1-(2-ethoxy-2-oxoethyl) cyclopropyl) methyl)-1H-pyrrol-3-yl)-2-oxoacetate